CC1=CC=C(C=C1)S(=O)(=O)OCC(COS(=O)(=O)C1=CC=C(C=C1)C)C1CCOCC1 2-(tetrahydro-2H-pyran-4-yl)propane-1,3-diyl bis(4-methylbenzenesulfonate)